2-(4-(3-(3-((2-ethylhexyl)oxy)-5-pentadecylphenyl)prop-2-yn-1-yl)piperazin-1-yl)ethanol C(C)C(COC=1C=C(C=C(C1)CCCCCCCCCCCCCCC)C#CCN1CCN(CC1)CCO)CCCC